NCCCCCCNCCC[Si](OCC)(OCC)OCC N-(6-aminohexyl)-3-aminopropyl-triethoxysilane